N-(4-methoxybenzyl)-4-methyl-5-(((S)-1-((R)-1-phenylethyl)pyrrolidin-3-yl)amino)-N-(thiazol-4-yl)pyridine-2-sulfonamide COC1=CC=C(CN(S(=O)(=O)C2=NC=C(C(=C2)C)N[C@@H]2CN(CC2)[C@H](C)C2=CC=CC=C2)C=2N=CSC2)C=C1